(1S,22E)-13,17,20-trimethyl-12-phenyl-5,9,14,17,20,26,28-heptazahexacyclo[22.5.2.11,4.13,7.110,14.027,30]tetratriaconta-3,5,7(33),22,24(31),25,27(30)-heptaene-8,29,32-trione CC1C(CC2NC(C=3C=NC4=C(C[C@]5(C(NC=6N=CC(/C=C/CN(CCN(CCN1C2=O)C)C)=CC56)=O)C4)C3)=O)C3=CC=CC=C3